C1(CC1)C1=C(C=NC(=C1)N1CCC(CC1)N1CCN(CC1)C)NC1=NC=C(C=N1)C(F)(F)F 2-((4-cyclopropyl-6-(4-(4-methylpiperazin-1-yl)piperidin-1-yl)pyridin-3-yl)amino)-5-(trifluoromethyl)pyrimidin